tert-butyl 3-(4-(2-hydroxyethyl)piperazin-1-yl)azetidine-1-carboxylate OCCN1CCN(CC1)C1CN(C1)C(=O)OC(C)(C)C